CC(CC(C)(C)C)(C)OCC(C(C)C)C 2,3-dimethyl-butyl 1,1,3,3-tetramethyl-butyl ether